rac-tert-Butyl [(4-cyclopropyl-2,5-dioxoimidazolidin-4-yl)methyl]carbamate C1(CC1)[C@@]1(NC(NC1=O)=O)CNC(OC(C)(C)C)=O |r|